2-((4-(dimethylamino)butanoyl)oxy)malonate CN(CCCC(=O)OC(C(=O)[O-])C(=O)[O-])C